2-([1,1'-biphenyl]-4-yl)pyridine C1(=CC=C(C=C1)C1=NC=CC=C1)C1=CC=CC=C1